BrC1=CN=CC2=CC=CC=C12 4-bromoisoquinoline